(6-(3-(dimethylamino) propyl) pyridin-3-yl) borate B(OC=1C=NC(=CC1)CCCN(C)C)([O-])[O-]